ethylarsinic acid C(C)[AsH](O)=O